ClC1=NC=C2NC(N(C2=N1)C1CCC2(COC2)CC1)=O 2-chloro-9-(2-oxaspiro[3.5]non-7-yl)-7,9-dihydro-8H-purin-8-one